C(C)(C)(C)OC(=O)N[C@H]1C[C@@H](C[C@H]1O)C(=O)O (1S,3S,4R)-3-((tert-butoxycarbonyl)amino)-4-hydroxycyclopentane-1-carboxylic acid